C1(CC1)CN(C=1C(=NC(=CC1)S(=O)(=O)N1CCOCC1)C(=O)NC=1SC(=CN1)CC)C 3-((cyclopropylmethyl)(methyl)amino)-N-(5-ethylthiazol-2-yl)-6-(morpholinosulfonyl)picolinamide